triacetate cobalt tin [Sn+4].[Co+2].C(C)(=O)[O-].C(C)(=O)[O-].C(C)(=O)[O-]